N1=C(C=CC=C1)CC(=O)OC methyl pyridinylacetate